(S)- and (R)-1-(1H-indol-3-yl)-2-((4-methylphenethyl)amino)-2-phenyl-ethan-1-one N1C=C(C2=CC=CC=C12)C([C@H](C1=CC=CC=C1)NCCC1=CC=C(C=C1)C)=O |r|